O=C1NC(CC[C@@H]1N1C(C2=CC=CC(=C2C1=O)NCCCCCCN1CCC(CC1)NC1=C2N=CN(C2=NC=N1)C1CC(C1)NC(C1=NC(=CC=C1)C)=O)=O)=O N-((1s,3s)-3-(6-((1-(6-((2-(2,6-dioxopiperidin-3-yl)-1,3-dioxoisoindoline-4-yl)amino)hexyl)piperidin-4-yl)amino)-9H-purin-9-yl)cyclobutyl)-6-methylpicolinamide